(2-chloro-5-fluorobenzylidene)-4-methylbenzenesulfonamide ClC1=C(C=NS(=O)(=O)C2=CC=C(C=C2)C)C=C(C=C1)F